BrC1=CC=2N(C=C1)N=CC2C#C 5-Bromo-3-ethynylpyrazolo[1,5-a]pyridine